C(C=C)(=O)O.C(C=C)(=O)O.C(C=C)(=O)O.C methane triacrylate